NC1=NN2C(C=C(C=C2)C2=CN=CC(=N2)C=2C=NN(C2)C(C(O)([2H])[2H])C2=CC=C(C=C2)F)=N1 2-(4-(6-(2-amino-[1,2,4]triazolo[1,5-a]pyridin-7-yl)pyrazin-2-yl)-1H-pyrazol-1-yl)-2-(4-fluorophenyl)ethan-1,1-d2-1-ol